FC=1C=C(CN2C(=CC=C2)\C=N\NC(C2=C(C=CC=C2)O)=O)C=CC1 (E)-N'-((1-(3-fluorobenzyl)-1H-pyrrol-2-yl)methylene)-2-hydroxybenzohydrazide